[Si](C1=CC=CC=C1)(C1=CC=CC=C1)(C(C)(C)C)OCC(C#CC1=CC2=C(N=C3N2[C@H]2C4=C(C(N([C@@H]3C2)C([2H])([2H])[2H])=O)C=CC=C4OC(F)F)C=C1)C (7R,14R)-11-(4-((tert-butyldiphenylsilyl)oxy)-3-methylbut-1-yn-1-yl)-1-(difluoromethoxy)-6-(methyl-d3)-6,7-dihydro-7,14-methanobenzo[f]benzo[4,5]imidazo[1,2-a][1,4]diazocin-5(14H)-one